tert-butyl 4-(5-chloro-2-vinyl-phenyl)-4-hydroxy-piperidine-1-carboxylate ClC=1C=CC(=C(C1)C1(CCN(CC1)C(=O)OC(C)(C)C)O)C=C